FC(C1=NN=C(O1)C1=CC=C(CN(S(=O)(=O)C=2C=NC=CC2)C2=CC(=CC=C2)F)C=C1)F N-(4-(5-(difluoromethyl)-1,3,4-oxadiazol-2-yl)benzyl)-N-(3-fluorophenyl)pyridine-3-sulfonamide